ethyleneglycol bis[succinimidylsuccinate] C1(CCC(N1C(C(=O)O)CC(=O)O)=O)=O.C1(CCC(N1C(C(=O)O)CC(=O)O)=O)=O.C(CO)O